C(C1=CC=CC=C1)C1(C[C@@H]2[C@@H](CN(C2)C(C(O)C2=CC=C(C=C2)O)C)C1)F rac-4-(2-((3aR,5s,6aS)-5-benzyl-5-fluoro-hexahydrocyclopenta[c]pyrrol-2(1H)-yl)-1-hydroxypropyl)phenol